CN(C1=CC=C(C(N[C@@H](CCC(=O)O)C(=O)O)=O)C=C1)CC1=CN=C2N=C(N)NC(=O)C2=N1 10-methyl-folic acid